N-[4-[3-(4-acetylpiperazin-1-yl)-2-chloro-phenoxy]-6-chloro-5-ethyl-pyrimidin-2-yl]-1-methyl-pyrazole-4-sulfonamide C(C)(=O)N1CCN(CC1)C=1C(=C(OC2=NC(=NC(=C2CC)Cl)NS(=O)(=O)C=2C=NN(C2)C)C=CC1)Cl